8-((cyclopropylmethyl)(4-(oxazol-5-yl)phenyl)amino)-5-methyl-6-oxo-5,6-dihydro-1,5-naphthyridine-2-carbonitrile C1(CC1)CN(C1=CC(N(C=2C=CC(=NC12)C#N)C)=O)C1=CC=C(C=C1)C1=CN=CO1